C(C)(=O)N[C@H]1[C@H](CC[C@H](C1)NC(C)(C)C)N1C([C@H](CC1)NC1=NC(=NC2=CC=C(C=C12)C(F)(F)F)C1=CCC(CC1)NC(OC(C)(C)C)=O)=O tert-butyl (4-(4-(((S)-1-((1S,2R,4R)-2-acetamido-4-(tert-butylamino)cyclohexyl)-2-oxopyrrolidin-3-yl)amino)-6-(trifluoromethyl)quinazolin-2-yl)cyclohex-3-en-1-yl)carbamate